5-chloronaphthalen-2-ol bis(2,2,2-trifluoroacetate) FC(C(=O)O)(F)F.FC(C(=O)O)(F)F.ClC1=C2C=CC(=CC2=CC=C1)O